N1=CC=C(C=C1)C[C@H](N)C(=O)O 3-(4-pyridyl)alanine